2,3-dihydro-1λ6,5-benzothiazepin-4-one [SH3]=1CCC(N=C2C1C=CC=C2)=O